C[N+]1(CCCCC1)CCCS(=O)(=O)O 1-methyl-1-(3-sulfopropyl)piperidin-1-ium